5-Amino-1-isopropyl-3-[4-[2-oxo-2-[[3-[spiro[2.2]pentan-2-yl]isoxazol-5-yl]amino]ethyl]phenyl]pyrazole-4-carboxamide NC1=C(C(=NN1C(C)C)C1=CC=C(C=C1)CC(NC1=CC(=NO1)C1CC12CC2)=O)C(=O)N